C(#N)C1=C(C=C(OCC2(CN(C2)S(=O)(=O)C2=C(C=C(C=C2)Cl)Cl)NC(OC(C)(C)C)=O)C=C1)F tert-Butyl (3-((4-cyano-3-fluorophenoxy)methyl)-1-((2,4-dichlorophenyl)sulfonyl)azetidin-3-yl)carbamate